CC1(C(CC1)C(=C)C)CCO 1-methyl-2-(1-methylethenyl)-cyclobutaneethanol